COC(=O)C=1C(=CC(=C(OC[C@H]2N(CC2)C(=O)OC(C)(C)C)C1)[N+](=O)[O-])C tert-Butyl (S)-2-((5-(methoxycarbonyl)-4-methyl-2-nitrophenoxy)methyl)azetidine-1-carboxylate